C(C)(C)N(C(CC1=CC(=C(C=C1)C1=CN=C(S1)[C@@H]1CC[C@H](CC1)NC(OC(C)C)=O)S(NCC)(=O)=O)=O)C isopropyl trans-N-[4-[5-[4-[2-(isopropyl(methyl)amino)-2-oxoethyl]-2-(ethylsulfamoyl)phenyl]thiazol-2-yl]cyclohexyl]carbamate